2-(methyl-d3)-5-nitro-2H-indazole C(N1N=C2C=CC(=CC2=C1)[N+](=O)[O-])([2H])([2H])[2H]